N-methyl-N-(1-(((R)-1-methylaziridin-2-yl)sulfonyl)piperidine-4-carbonyl)-L-valine CN([C@@H](C(C)C)C(=O)O)C(=O)C1CCN(CC1)S(=O)(=O)C1[N@@](C1)C